ClC1=CC=C(C=C1)[C@H]1OCC(N([C@H]1C1=CC=C(C=C1)Cl)[C@@H](C(=O)OCC)CCC)=O (R)-ethyl 2-((2R,3S)-2,3-bis(4-chlorophenyl)-5-oxomorpholino)pentanoate